N-[2-(4-amino-phenyl)-ethyl]-2-(2-amino-thiazol-4-yl)-N-(2-hydroxy-2-phenyl-ethyl)-acetamide NC1=CC=C(C=C1)CCN(C(CC=1N=C(SC1)N)=O)CC(C1=CC=CC=C1)O